C(C1=CC=CC=C1)[C@@H]1OC(CCN(C1)C(=O)OC1=NC(=NC2=C(C(=C(C=C12)Cl)Br)F)SC)CC#N 7-bromo-6-chloro-8-fluoro-2-(methylthio)quinazolin-4-ol (S)-benzyl-7-(cyanomethyl)-1,4-oxazepane-4-carboxylate